FC1=C(C(=O)O)C=CC(=C1)N1C[C@@H]2CNCC[C@@]2(C1=O)F 2-fluoro-4-((3As,7aR)-7a-fluoro-1-oxooctahydro-2H-pyrrolo[3,4-c]pyridin-2-yl)benzoic acid